2,4-dichloro-5-isopropoxytetrahydrofuran-2-carboxylic acid ClC1(OC(C(C1)Cl)OC(C)C)C(=O)O